methyl 4-bromo-3-hydroxy-2-nitrobenzoate BrC1=C(C(=C(C(=O)OC)C=C1)[N+](=O)[O-])O